BrC1=C(C(=C(N)C(=C1)F)C1=CC=NN1C)C 4-bromo-6-fluoro-3-methyl-2-(1-methyl-1H-pyrazol-5-yl)aniline